OCCNC(=O)[C@@H]1CC[C@H](CO1)NC(OC(C)(C)C)=O Tert-butyl {(3R,6S)-6-[(2-hydroxyethyl)carbamoyl]tetrahydro-2H-pyran-3-yl}carbamate